(3S)-3-[8-(1,4-dioxaspiro[4.5]decan-8-yl)-2,3-dihydro-1,4-benzoxazin-4-yl]piperidine-2,6-dione O1CCOC12CCC(CC2)C2=CC=CC=1N(CCOC12)[C@@H]1C(NC(CC1)=O)=O